2-chloro-3-(5-fluoro-2-tetrahydropyran-2-yl-pyrazol-3-yl)-6-methyl-pyridin-4-amine ClC1=NC(=CC(=C1C=1N(N=C(C1)F)C1OCCCC1)N)C